1-butyl-3-(2-methyl-3-phenylquinolin-6-yl)urea C(CCC)NC(=O)NC=1C=C2C=C(C(=NC2=CC1)C)C1=CC=CC=C1